Methyl methylsulfonate CS(=O)(=O)OC